ethyl-diethoxysilyl-propionitrile C(C)[Si](OCC)(OCC)C(C#N)C